N1=C(N=CC=C1)CNC1CCC2=CC(=CC=C12)C(F)(F)F N-(pyrimidin-2-ylmethyl)-5-(trifluoromethyl)-2,3-dihydro-1H-inden-1-amine